(2S,3S)-2-((3',5'-Difluorobiphenyl-3-yl)methyl)-3-((methylsulfonyl)amino)pyrrolidine-1-carboxylic acid tert-butyl ester C(C)(C)(C)OC(=O)N1[C@H]([C@H](CC1)NS(=O)(=O)C)CC=1C=C(C=CC1)C1=CC(=CC(=C1)F)F